5-((4-(2-(4-chloro-2-fluorophenyl)-2-methylbenzo[d][1,3]dioxan-4-yl)piperidin-1-yl)methyl)-4-(((S)-oxetan-2-yl)methyl)-4H-imidazo[4,5-d]thiazole-2-carboxylic acid ClC1=CC(=C(C=C1)C1(OC(C2=C(O1)C=CC=C2)C2CCN(CC2)CC2=NC1=C(N=C(S1)C(=O)O)N2C[C@H]2OCC2)C)F